Cl.C1(CC1)C1=CC=2N(C(=C1)N1CCN(CC1)C)N=C(C2)CN (5-cyclopropyl-7-(4-methylpiperazin-1-yl)pyrazolo[1,5-a]pyridin-2-yl)methanamine hydrochloride